C1(CCCCC1)OC1=NC(=NC2=CC=CC=C12)C(C)N1CCN(CC1)S(=O)(=O)C1=CC=C(C=C1)OC 4-cyclohexyloxy-2-{1-[4-(4-methoxy-benzenesulfonyl)-piperazin-1-yl]-ethyl}-quinazoline